(4-chlorophenyl)-((5-(3-methyl-4-(trichloromethoxy)phenyl)thiophen-2-yl)methyl)quinoxaline-2-carboxamide ClC1=CC=C(C=C1)C1=C2N=C(C(=NC2=CC=C1)C(=O)N)CC=1SC(=CC1)C1=CC(=C(C=C1)OC(Cl)(Cl)Cl)C